CO[C@@H]1CN(CCC1)C=1OC2=C(C=C(C=C2C(C1)=O)C)C(C)NC1=C(C(=O)O)C=CC=C1 2-((1-(2-((S)-3-methoxypiperidin-1-yl)-6-methyl-4-oxo-4H-chromen-8-yl)ethyl)amino)benzoic acid